C1(=CCCCC1)C=1N(N=C(C1)C)C1=CC=CC=C1[C@@H](C)C1=CC=C(C=C1)OC (S)-3-(cyclohex-1-en-1-yl)-6-(1-(4-methoxyphenyl)ethyl)-5-methyl-2-phenylpyrazol